C(=O)OC(CC1=CC=CC=C1)(C)C alpha,alpha-Dimethylphenethyl formate